Methoxy-2-phenylethanesulfonamide COC(CC1=CC=CC=C1)S(=O)(=O)N